5-(3-bromo-4-methylphenoxy)-2-methylpentan-2-ol BrC=1C=C(OCCCC(C)(O)C)C=CC1C